2-chloro-5-{[(2,2-dimethylpropionyl)amino]methyl}-N-[1-(2-methylpyridin-3-yl)-1H-indazol-4-yl]benzamide hydrochloride Cl.ClC1=C(C(=O)NC2=C3C=NN(C3=CC=C2)C=2C(=NC=CC2)C)C=C(C=C1)CNC(C(C)(C)C)=O